N-[4-(benzyloxy)-2-fluorophenyl]-2-chloro-5-nitropyrimidin-4-amine C(C1=CC=CC=C1)OC1=CC(=C(C=C1)NC1=NC(=NC=C1[N+](=O)[O-])Cl)F